O[C@@H](CONC(=O)C=1N=CC=2N(C1NC1=C(C=C(C=C1)I)F)C=NC2)CO (R)-N-(2,3-Dihydroxypropoxy)-5-(2-fluoro-4-iodophenylamino)imidazo[1,5-a]pyrazine-6-carboxamide